(4S)-1-(3-aminopropyl)-4-(2,3-dichloro-6-hydroxyphenyl)pyrrolidin-2-one NCCCN1C(C[C@H](C1)C1=C(C(=CC=C1O)Cl)Cl)=O